2-(5-methyl-1,3,4-oxadiazol-2-yl)ethan-1-amine hydrochloride Cl.CC1=NN=C(O1)CCN